BrC=1C=C(C=C2CCN(C12)C(=O)OC(C)(C)C)C(=O)OC 1-tert-butyl 5-methyl 7-bromoindoline-1,5-dicarboxylate